NC=1C=C(N(C1)C)C(=O)NC1=CC=C(C=C1)NC(OC(C)(C)C)=O tert-butyl (4-(4-amino-1-methyl-1H-pyrrole-2-carboxamido)phenyl)carbamate